6-(3-Bromo-1-(3-chloropyridin-2-yl)-1H-pyrazol-5-carboxamido)-5-methyl-N-(1-methylcyclopropyl)pyrazolo[1,5-a]pyridin-7-carboxamid BrC1=NN(C(=C1)C(=O)NC=1C(=CC=2N(C1C(=O)NC1(CC1)C)N=CC2)C)C2=NC=CC=C2Cl